FC(OC=1C=C(C=C2C(=NNC(C12)=O)CN1C(C2=CC=CC=C2C1=O)=O)B(O)O)F (8-(difluoromethoxy)-4-((1,3-dioxoisoindolin-2-yl)methyl)-1-oxo-1,2-dihydro-phthalazin-6-yl)boronic acid